C(=C)[Si](OCCCCCCCC)(OCCCCCCCC)OCCCCCCCC vinyl-tris(n-octyloxy)silane